CC1=CC2=C(C(N(CC23CC3)CC(=O)OCC)=O)S1 Ethyl 2-(2'-methyl-7'-oxo-5'H-spiro[cyclopropane-1,4'-thieno[2,3-c]pyridin]-6'(7'H)-yl)acetate